C(C)N1CC(CCC1)NC(C1=CC(=CC=C1)N1C=NC=C1)=O N-(1-ethylpiperidin-3-yl)-3-(1H-imidazol-1-yl)benzamide